(bis(fluorosulfonyl)carbamoyl)(triethoxysilyl)sulfamoyl fluoride FS(=O)(=O)N(C(=O)N(S(=O)(=O)F)[Si](OCC)(OCC)OCC)S(=O)(=O)F